N,N-dimethyl-4-((4-(3-phenylisooxazolidin-2-yl)-5-(trifluoromethyl)pyrimidin-2-yl)amino)benzenesulfonamide CN(S(=O)(=O)C1=CC=C(C=C1)NC1=NC=C(C(=N1)N1OCCC1C1=CC=CC=C1)C(F)(F)F)C